(benzofuran-6-yl)-4-fluoro-2-(methylamino)butane-1,3-diol O1C=CC2=C1C=C(C=C2)C(C(C(CF)O)NC)O